BrC1=CC=C(C=C1)NC(CC=C)C1=C(C=CC=C1)N1CCN(CC1)C(=O)OC(C)(C)C tert-butyl 4-(2-(1-((4-bromophenyl)amino)but-3-en-1-yl)phenyl)piperazine-1-carboxylate